Cl.Cl.O1CCNC(C2=C1C=CC=C2)=O 2,3-Dihydro-1,4-Benzoxazepin-5-One Dihydrochloride